O=C1NC(CCC1N1C(C2=CC=C(C=C2C1=O)NCCCCCC1(C(=O)N)CC=C(C(=O)NC2=CC3=C(NC(=N3)CN3[C@H](CCC3)C)C=C2)C=C1)=O)=O 1-(5-((2-(2,6-dioxopiperidin-3-yl)-1,3-dioxoisoindolin-5-yl)amino)pentyl)-N4-(2-(((S)-2-methylpyrrolidin-1-yl)methyl)-1H-benzo[d]imidazol-5-yl)terephthalamide